1-(1-(3-(1H-pyrazol-1-yl)-5-(trifluoromethyl)benzyl)-1,8-diazaspiro[4.5]decane-8-carbonyl)-1H-pyrazole-3-carboxylic acid N1(N=CC=C1)C=1C=C(CN2CCCC23CCN(CC3)C(=O)N3N=C(C=C3)C(=O)O)C=C(C1)C(F)(F)F